(S)-ethyl 3-amino-3-(4-fluoro-2',3',5,6'-tetramethylbiphenyl-3-yl)propanoate N[C@@H](CC(=O)OCC)C=1C=C(C=C(C1F)C)C1=C(C(=CC=C1C)C)C